BrC1=CN(C2=NC=C3C(=C21)C2(CN(CC2)C(=O)OC(C)(C)C)C(N3OC)=O)S(=O)(=O)C3=CC=CC=C3 tert-butyl 1-bromo-6-methoxy-7-oxo-3-(phenylsulfonyl)-6,7-dihydro-3H-spiro[dipyrrolo[2,3-b:3',2'-d]pyridine-8,3'-pyrrolidine]-1'-carboxylate